6-bromo-7-methoxy-1-methylquinolin-2(1H)-one BrC=1C=C2C=CC(N(C2=CC1OC)C)=O